ClC1=C(C=CC(=C1)C#N)N1N=C(C=C1NC(C)=O)C1=CC=C(C=C1)Cl N-[1-(2-Chloro-4-cyanophenyl)-3-(4-chlorophenyl)-1H-pyrazol-5-yl]acetamide